BrC=1C=C(C=C2C=CNC12)C(=O)OC methyl 7-bromo-1H-indole-5-carboxylate